1,3,6,8-tetramethyl-5-[(3-morpholinopropyl)amino]pyrido[2,3-d]pyrimidine-2,4,7(1h,3h,8h)-trione CN1C(N(C(C2=C1N(C(C(=C2NCCCN2CCOCC2)C)=O)C)=O)C)=O